C(#N)C(NC(=O)[C@@H]1[C@H]2C([C@H]2CN1C([C@H](C(C)(C)C)NC(=O)C1OCCOC1)=O)(C)C)C=1C=NC=C2C=CC=NC12 (1R,2S,5S)-N-[cyano(1,6-naphthyridin-8-yl)methyl]-3-[(2S)-2-(1,4-dioxane-2-carbonylamino)-3,3-dimethyl-butanoyl]-6,6-dimethyl-3-azabicyclo[3.1.0]hexane-2-carboxamide